N-tetradecyl-N,N-dimethyl-N-benzyl-ammonium bromide [Br-].C(CCCCCCCCCCCCC)[N+](CC1=CC=CC=C1)(C)C